CC=1CC2=CC=3CCCC3C=C2C1 2-methyl-1,5,6,7-tetrahydro-s-indacen